ClC1=CN=C2C=C(C(=NC2=C1Cl)C=1C=NC(=NC1)P(=O)(C)C)F 7,8-dichloro-2-[2-(dimethylphosphoryl)pyrimidin-5-yl]-3-fluoro-1,5-naphthyridine